(1-(5-methoxy-4-nitro-2-vinylphenyl)piperidin-4-yl)-1,3-oxazepin-2-one COC=1C(=CC(=C(C1)N1CCC(CC1)C=1NC(OC=CC1)=O)C=C)[N+](=O)[O-]